C(C)(C)(C)OC(=O)N1C(CCCC1)N1N=CC(=C1)Br (4-bromo-1H-pyrazol-1-yl)piperidine-1-carboxylic acid tert-butyl ester